NC1=NC=2C=CC(=CC2C2=C1[C@@H](OC2)C)C(=O)N(CC2=NC=C(C=C2)C(F)(F)F)[C@H]2C[C@H](CCC2)O (3S)-4-amino-N-((1R,3S)-3-hydroxycyclohexyl)-3-methyl-N-((5-(trifluoromethyl)-2-pyridinyl)methyl)-1,3-dihydrofuro[3,4-c]quinoline-8-carboxamide